C(#N)C=1C=C(C=CC1F)NC(N(C)[C@@H]1C=2C3=C(C(NC2CNC1)=O)C=C(C(=C3)F)F)=O (R)-3-(3-cyano-4-fluorophenyl)-1-(8,9-difluoro-6-oxo-1,2,3,4,5,6-hexahydrobenzo[c][1,7]naphthyridin-1-yl)-1-methylurea